C(C)(C)(C)[C@@](C(C)N)(O)C(=O)OC(C)(C)C tert-butylBOC-(S)-2-amino-1-propanol